O1C(=NC2=C1C=CC=C2)C2=CC=C(C=C2)C2=CC=C1C=CC(=CC1=C2)N(C2=CC=C(C=C2)C=2SC1=C(C2)C=CC=C1)C1=CC=C(C=C1)C=1SC2=C(N1)C=CC=C2 {7-(4-benzoxazol-2-yl-phenyl)-naphthalen-2-yl}-(4-benzothiazol-2-yl-phenyl)-(4-benzothien-2-yl-phenyl)amine